(R)-2-(5-((1-(2'-fluoro-[1,1'-biphenyl]-4-yl)ethyl)amino)-2-(2-fluorophenyl)-6-oxopyrimidin-1(6H)-yl)acetic acid FC1=C(C=CC=C1)C1=CC=C(C=C1)[C@@H](C)NC1=CN=C(N(C1=O)CC(=O)O)C1=C(C=CC=C1)F